CC1=CC=C(C=C1)S(=O)(=O)C1C(C2=CC=CC=C2C1)O 2-p-toluenesulfonyl-2,3-dihydro-1H-inden-1-ol